NC1=C(C=CC(=C1F)NCC1=CC=C(C=C1)C(F)(F)F)NC([C@H]([C@H](CCCCCCCCC)F)F)=O (2R,3S)-N-(2-Amino-3-fluoro-4-((4-(trifluoromethyl)benzyl)amino)phenyl)-2,3-difluorododecanamid